(S)-6-(3-((4-Methyl-4H-1,2,4-triazol-3-yl)methyl)oxetan-3-yl)-2-(2-methyl-6-((3-methylpiperidin-1-yl)methyl)pyrimidin-4-yl)isoindolin-1-one CN1C(=NN=C1)CC1(COC1)C1=CC=C2CN(C(C2=C1)=O)C1=NC(=NC(=C1)CN1C[C@H](CCC1)C)C